C(=O)(O)CCN1[C@@H](CCC1)C(=O)O carboxyethylproline